C(N)(=N)C1=CC=C(CNC(CN2C(N(C=C(C2=O)NS(=O)(=O)CC2=CC=CC=C2)C)=O)=O)C=C1 N-(4-CARBAMIMIDOYLBENZYL)-2-(3-METHYL-2,6-DIOXO-5-((PHENYLMETHYL)SULFONAMIDO)-3,6-DIHYDROPYRIMIDIN-1(2H)-YL)ACETAMIDE